O=C1NCC=CCCCCCN2CC3(COC4=CC=C(C(C1)C(=O)[O-])C=C24)CCCC2=CC=CC=C23 11'-OXO-3,4-DIHYDRO-2H-SPIRO[NAPHTHALENE-1,20'-[18]OXA[1,10]DIAZATRICYCLO[12.7.2.017,22]TRICOSA[7,14,16,22]TETRAENE]-13'-CARBOXYLATE